3-cyano-2,6-dihydroxy-4-trifluoromethylpyridine C(#N)C=1C(=NC(=CC1C(F)(F)F)O)O